dimethyl 2,2'-azobis(2,4-dimethylpentanoate) N(=NC(C(=O)OC)(CC(C)C)C)C(C(=O)OC)(CC(C)C)C